C(C)(C)(C)OC(N(CC)C=1C=C(C=C2C3=C(NC12)N=C(N=C3SC)SC)F)=O (6-fluoro-2,4-bis(methylthio)-9H-pyrimido[4,5-b]indol-8-yl)(ethyl)carbamic acid tert-butyl ester